(2R,4S)-1-(tert-butoxycarbonyl)-4-(3-carbamoylphenyl)pyrrolidine-2-carboxylic acid C(C)(C)(C)OC(=O)N1[C@H](C[C@H](C1)C1=CC(=CC=C1)C(N)=O)C(=O)O